1-Cyclopentyl-7-(6-methoxypyridin-3-yl)-3-methyl-8-(1-methyl-1H-indazol-5-yl)-3,6-dihydroimidazo[4,5-d]pyrrolo[2,3-b]pyridin-2(1H)-one C1(CCCC1)N1C(N(C=2C1=C1C(=NC2)NC(=C1C=1C=C2C=NN(C2=CC1)C)C=1C=NC(=CC1)OC)C)=O